C(=O)(O)C=1C=C(C=CC1)CN1C2=C(C3=CC=CC(=C13)C(=O)O)CCCC(C2)CCCCCC 5-[(3-carboxyphenyl)methyl]-7-hexyl-5H,6H,7H,8H,9H,10H-cyclohepta[b]indole-4-carboxylic acid